C(C)(=O)C1=CC=C(S1)C1=C(C=CC=C1)CN(C(OCC1=CC=CC=C1)=O)C benzyl N-{[2-(5-acetylthiophen-2-yl)phenyl]methyl}-N-methylcarbamate